trifluoroacetone naphthalate C1(=CC=CC2=CC=CC=C12)C(=O)O.FC(C(C)=O)(F)F